COC1=C(CN2CC(N(CC2)C2CC3(C2)CCNCC3)C3=C(C=CC=C3)C(C)C)C=CC(=C1)OC 2-(4-(2,4-dimethoxybenzyl)-2-(2-isopropylphenyl)piperazin-1-yl)-7-azaspiro[3.5]nonane